S1C(=CC=C1C(=O)OCCC)C(=O)OCCC dipropyl 2,5-thiophenedicarboxylate